1-(4-((5-(4-((tert-butoxycarbonyl)amino)-4-methylpiperidin-1-yl)pyrazin-2-yl)thio)-3-chloropyridin-2-yl)piperidine-4-Carboxylic acid C(C)(C)(C)OC(=O)NC1(CCN(CC1)C=1N=CC(=NC1)SC1=C(C(=NC=C1)N1CCC(CC1)C(=O)O)Cl)C